FCCCN1N=CC2=CC(=CC=C12)N 1-(3-fluoropropyl)-1H-indazol-5-amine